diisobutyl cyclohexaneDicarboxylate C1(CCCCC1)(C(=O)OCC(C)C)C(=O)OCC(C)C